O(C1=CC=CC=C1)CCC=C(C(=O)O)C.C(C(=C)C)(=O)OCCOC1=CC=CC=C1 phenoxyethyl methacrylate (phenoxy ethyl methacrylate)